3,11-dibromo-dibenzo[a,j]phenoxathiine BrC=1C=CC2=C(C=CC=3OC=4C=CC5=C(C4SC23)C=CC(=C5)Br)C1